1-(pyridin-2-yl)-1H,4H,5H-pyrrolo[3,2-c]pyridin-4-one N1=C(C=CC=C1)N1C=CC=2C(NC=CC21)=O